5-chloro-4-(3-((dimethylamino)methyl)-3-methoxycyclopentyl)-2-fluoro-N-(6-fluoropyridin-2-yl)benzenesulfonamide trifluoroacetic acid salt FC(C(=O)O)(F)F.ClC=1C(=CC(=C(C1)S(=O)(=O)NC1=NC(=CC=C1)F)F)C1CC(CC1)(OC)CN(C)C